ClC=1C=CC(=C(C1)C1=NNC=C1C=1N=C2C=C(C=NC2=CC1)NCC1CNCC1)F 6-[3-(5-chloro-2-fluoro-phenyl)-1H-pyrazol-4-yl]-N-(pyrrolidin-3-ylmethyl)-1,5-naphthyridin-3-amine